(E)-3-(1-((3,5-bis(trifluoromethyl)benzyl)oxy)-2,3-dihydro-1H-inden-5-yl)acrylic acid FC(C=1C=C(COC2CCC3=CC(=CC=C23)/C=C/C(=O)O)C=C(C1)C(F)(F)F)(F)F